(3-methyl)phenyl-2,4-diaminopyrimidine CC=1C=C(C=CC1)C=1C(=NC(=NC1)N)N